2,3-difluoro-1-methoxy-4-[(trans)-4'-propyl-[1,1'-bicyclohexyl]-4-yl]butylbenzene FC(C(OC)C1=CC=CC=C1)C(CC1CCC(CC1)C1CCC(CC1)CCC)F